ANTHRAPYRIMIDINE C1=NC=NC2=C1C1=CC3=CC=CC=C3C=C1C=C2